4-(((2r,5r)-5-(5-(2,4-dioxotetrahydropyrimidin-1(2H)-yl)-1H-pyrrolo[2,3-b]pyridin-1-yl)-1,3-dioxan-2-yl)methyl)piperazine-1-carboxylate O=C1N(CCC(N1)=O)C=1C=C2C(=NC1)N(C=C2)C2COC(OC2)CN2CCN(CC2)C(=O)[O-]